C(C)(=O)N1C2(CC2)CN(CC1)C=1C=C2CCN(C(C2=CC1)=O)C[C@@H](CN1CC2=CC=CC=C2CC1)O 6-(4-Acetyl-4,7-diazaspiro[2.5]octan-7-yl)-2-[(2R)-3-(3,4-dihydro-1H-isochinolin-2-yl)-2-hydroxy-propyl]-3,4-dihydroisochinolin-1-on